butyl (1-(2-(4-(4-((2,6-dioxopiperidin-3-yl)amino)-2,5-difluorophenyl)piperazin-1-yl)ethyl)piperidin-4-yl)carbamate O=C1NC(CCC1NC1=CC(=C(C=C1F)N1CCN(CC1)CCN1CCC(CC1)NC(OCCCC)=O)F)=O